(S)-N-(1-(6,7-difluoro-4-oxo-3,4-dihydrophthalazin-1-yl)ethyl)-8-fluoro-N-methylindolizine-2-carboxamide FC=1C=C2C(NN=C(C2=CC1F)[C@H](C)N(C(=O)C=1C=C2C(=CC=CN2C1)F)C)=O